C1(CCCC1)C=1C=C(C(=C(C1)O)CCC(CCCC(C)C)C)O 5-Cyclopentyl-2-(3,7-dimethyloctyl)benzene-1,3-diol